C12(CC(C1)C2)C2=NC1=C(N2C(C)C)C=C(C=C1F)C1=NC(=NC=C1Cl)N[C@H]1[C@@H]([C@@H]2CO[C@H](C1)O2)O (1S,2S,3R,5S)-3-((4-(2-(bicyclo[1.1.1]pentan-1-yl)-4-fluoro-1-isopropyl-1H-benzo[d]imidazol-6-yl)-5-chloropyrimidin-2-yl)amino)-6,8-dioxabicyclo[3.2.1]octan-2-ol